4-(5-(6-methylpyridin-2-yl)-1H-pyrazol-4-yl)-7-(2-azaspiro[3.5]non-6-en-7-yl)quinoline CC1=CC=CC(=N1)C1=C(C=NN1)C1=CC=NC2=CC(=CC=C12)C1=CCC2(CNC2)CC1